C1(CC1)C1=C(C(=NO1)C1=C(C=CC=C1)OC(F)(F)F)COC1C[C@H]2CC[C@@H](C1)N2C2=CC=C(C=C2)N2N=CC(NC2=O)=O 2-(4-((1R,3R,5S)-3-((5-cyclopropyl-3-(2-(trifluoromethoxy)phenyl)isoxazol-4-yl)methoxy)-8-azabicyclo[3.2.1]octan-8-yl)phenyl)-1,2,4-triazine-3,5(2H,4H)-dione